C(C)OC(=O)C=1C(=NN2C1N=CC=C2)C2=CC(=NC=C2)C 2-(2-methylpyridin-4-yl)pyrazolo[1,5-a]pyrimidine-3-carboxylic acid ethyl ester